z-1-(4-chlorophenyl)-3-fluoro-cyclobutanecarboxylic acid ClC1=CC=C(C=C1)C1(CC(C1)F)C(=O)O